CC=1N(C(NN1)=O)C=1C=NC(=CC1)OC=1C=CC2=C(C1)C1(CCCC1)OC2 5-methyl-4-[6-(3H-spiro[2-benzofuran-1,1'-cyclopentan]-6-yloxy)pyridin-3-yl]-2,4-dihydro-3H-1,2,4-triazol-3-one